1-[3-(difluoromethoxy)phenyl]-3,3-dimethyl-N-[(3S)-3-methyl-1,1-dioxo-thiolan-3-yl]-2-oxo-pyrrolo[2,3-b]pyridine-5-carboxamide FC(OC=1C=C(C=CC1)N1C(C(C=2C1=NC=C(C2)C(=O)N[C@@]2(CS(CC2)(=O)=O)C)(C)C)=O)F